2,4-bis(2-hydroxy-4-butoxyphenyl)-6-(2,4-dibutyloxyphenyl)-1,3,5-triazine OC1=C(C=CC(=C1)OCCCC)C1=NC(=NC(=N1)C1=C(C=C(C=C1)OCCCC)O)C1=C(C=C(C=C1)OCCCC)OCCCC